N1=CC(=CC2=CC=CC=C12)N1CCNCC1 4-(quinolin-3-yl)piperazin